acryloxybutyltris(vinyldimethylsiloxy)silane C(C=C)(=O)OCCCC[Si](O[Si](C=C)(C)C)(O[Si](C=C)(C)C)O[Si](C)(C)C=C